C(C)N1C(NC2=C(C(=CC=3C2=C1N=CN3)CN3CCN(CC3)C3=C(C(=C(C(=O)O)C=C3)F)F)F)=O 4-(4-((3-ethyl-9-fluoro-2-oxo-2,3-dihydro-1H-pyrimido[4,5,6-de]quinazolin-8-yl)methyl)piperazin-1-yl)-2,3-difluorobenzoic acid